C1(CC1)C1=NC(=CC(=N1)C(=O)OC)N1[C@H]2CN(C[C@@H]1CC2)C methyl 2-cyclopropyl-6-((1R,5S)-3-methyl-3,8-diazabicyclo-[3.2.1]octan-8-yl)pyrimidine-4-carboxylate